C(C)(C)(C)OC(=O)O[C@@H]1[C@H]([C@H](N(C1)C(=O)OC(C)(C)C)CC1=CC=C(C=C1)OC)OC(=O)C1CN(C1)CC1CCOCC1 tert-butyl (2R,3S,4S)-4-[(tert-butoxycarbonyl)oxy]-2-[(4-methoxyphenyl)methyl]-3-[1-(oxan-4-ylmethyl)azetidine-3-carbonyloxy]pyrrolidine-1-carboxylate